3-oxopropan-1-aminium chloride [Cl-].O=CCC[NH3+]